6-[4-[1-[2-(aminomethyl)-3,3-difluoro-allyl]-5-oxo-1,2,4-triazol-4-yl]-2-pyridinyl]-8-methyl-3,4-dihydro-1H-quinolin-2-one NCC(CN1N=CN(C1=O)C1=CC(=NC=C1)C=1C=C2CCC(NC2=C(C1)C)=O)=C(F)F